N1=C(C=CC=C1)SSCCC(=O)NN 3-(2-pyridyldithio)-propionohydrazide